potassium bisulfite salt S([O-])(O)=O.[K+]